pyridin-3-yl-6,7-dihydro-5H-pyrrolo[2,3-d]pyrimidin-4-ylpiperidine-1-carboxylate N1=CC(=CC=C1)C1(N(CCCC1)C(=O)[O-])C=1C2=C(N=CN1)NCC2